3-bromo-9-chloro-6,6-dimethyl-8-(4-methylpiperazin-1-yl)-5,6-dihydro-11H-benzo[b]carbazol-11-one BrC1=CC=C2C=3C(C4=C(C(C3NC2=C1)(C)C)C=C(C(=C4)Cl)N4CCN(CC4)C)=O